C1(CCCCC1)C1(CC(=NO1)C(=O)OC(C)C)C1=CC(=C(C(=C1)C)C)C isopropyl 5-cyclohexyl-5-(3,4,5-trimethyl-phenyl)-4,5-dihydro-isoxazole-3-carboxylate